ClC1=NC=C(C(=O)NOCC)C(=C1)NC1=C(C=C(C=C1)N1CCOCC1)N(S(=O)(=O)C)C 6-chloro-N-ethoxy-4-((2-(N-methylmethanesulfonamido)-4-morpholinophenyl)amino)nicotinamide